(9,9-dimethyl-7-(6-(4,4,5,5-tetramethyl-1,3,2-dioxaborolan-2-yl)pyridin-3-yl)-9H-fluoren-2-yl)dimethylphosphine oxide CC1(C2=CC(=CC=C2C=2C=CC(=CC12)P(C)(C)=O)C=1C=NC(=CC1)B1OC(C(O1)(C)C)(C)C)C